[Sb]=S.[Sn].[Pb] lead-tin-antimony sulfide